6-(6-(4-(4-isobutylpiperazin-1-yl)phenyl)-1,4-dimethyl-1H-imidazo[4,5-c]pyridin-2-yl)-8-methoxy-[1,2,4]triazolo[1,5-a]pyridine C(C(C)C)N1CCN(CC1)C1=CC=C(C=C1)C1=CC2=C(C(=N1)C)N=C(N2C)C=2C=C(C=1N(C2)N=CN1)OC